COC(CC(C(C(=O)C1=CC=C(C=C1)OC)OC1=C(C=CC=C1)I)C)=O 4-(2-iodophenoxy)-5-(4-methoxyphenyl)-3-methyl-5-oxopentanoic acid methyl ester